O1C=C(CC1)C1=NC=CC(=C1)C1=C2CN(C(C2=C(C=C1)NC1=NC=C(C=C1)N1CCN(CC1)C)=O)C(=O)OC(C)(C)C tert-butyl 4-(2-(4,5-dihydrofuran-3-yl)pyridin-4-yl)-7-((5-(4-methylpiperazin-1-yl)pyridin-2-yl)amino)-1-oxoisoindoline-2-carboxylate